2-Amino-4-[3-[[(2R)-1,4-dioxan-2-yl]methoxy]-5-fluoro-1-[3-(3-hydroxypropyl)-3,8-diazabicyclo[3.2.1]octan-8-yl]-7,9-dihydrofuro[3,4-f]quinazolin-6-yl]benzothiophene-3-carbonitrile NC=1SC2=C(C1C#N)C(=CC=C2)C=2C1=C(C=3C(=NC(=NC3C2F)OC[C@@H]2OCCOC2)N2C3CN(CC2CC3)CCCO)COC1